N-(5,7-dichloro-1,6-naphthyridin-3-yl)-1-(1-oxo-1,2-dihydroisoquinolin-5-yl)-5-(trifluoromethyl)-1H-pyrazole-4-carboxamide ClC1=C2C=C(C=NC2=CC(=N1)Cl)NC(=O)C=1C=NN(C1C(F)(F)F)C1=C2C=CNC(C2=CC=C1)=O